BrC1=CC2=C(SC(=C2)C(=O)[C@@H]2[C@@H](C2)C(=O)O)C=C1OC cis-2-(5-bromo-6-methoxybenzo[b]thiophene-2-carbonyl)cyclopropane-1-carboxylic acid